C(C)(C)(C)C1=CC(=C2CCC(C2=C1)(C)C)N(C1=NC=C(C=N1)C(=O)O)C(C)C 2-[(6-tert-butyl-1,1-dimethyl-2,3-dihydro-1H-inden-4-yl)(propan-2-yl)amino]pyrimidine-5-carboxylic Acid